ClC=1C=C(C2=C(OCCN(S2(=O)=O)[C@H](C(=O)NN)C(C)C2=C(C(=CC=C2F)C)C)C1)COC (2S)-2-(7-chloro-9-(methoxymethyl)-1,1-dioxido-3,4-dihydro-2H-benzo[b][1,4,5]oxathiazepin-2-yl)-3-(6-fluoro-2,3-dimethylphenyl)butanehydrazide